ClC1=C(C(=CC=C1Cl)OC)[C@H]1C[C@@H]2N(C(CN(C2)C2=NC(=NC=C2)C#N)=O)C1 4-[(7R,8aS)-7-(2,3-dichloro-6-methoxyphenyl)-4-oxo-hexahydropyrrolo[1,2-a]pyrazin-2-yl]pyrimidine-2-carbonitrile